tert-butyl 4-(4-((benzyloxy)carbonyl)-3,3-dimethylpiperazin-1-yl)-2,3-dihydro-1H-pyrrolo[2,3-b]pyridine-1-carboxylate C(C1=CC=CC=C1)OC(=O)N1C(CN(CC1)C1=C2C(=NC=C1)N(CC2)C(=O)OC(C)(C)C)(C)C